ethyl 8-bromo-[1,2,4]triazolo[1,5-a]pyridine-2-carboxylate BrC=1C=2N(C=CC1)N=C(N2)C(=O)OCC